(R)-2-amino-6-(2-methoxy-4-(pyrrolidin-1-ylmethyl)benzyl)-4-(pentan-2-ylamino)pyrimidine NC1=NC(=CC(=N1)N[C@H](C)CCC)CC1=C(C=C(C=C1)CN1CCCC1)OC